[2-Chloro-5-(7-morpholin-4-yl-quinazolin-4-yl)-phenyl]-(5-fluoro-pyrimidin-4-yl)-methanol ClC1=C(C=C(C=C1)C1=NC=NC2=CC(=CC=C12)N1CCOCC1)C(O)C1=NC=NC=C1F